C1(=CC=CC=C1)OP(OC1=CC=CC=C1)(=O)C1=CC=CC=C1.COCCCN1C=[N+](C=C1)CCCOC 1,3-bis(3-methoxypropyl)imidazolium Diphenyl-Phenylphosphonate